C(=O)([O-])C(O)C(O)C(=O)[O-].[Na+].[K+] POTASSIUM-SODIUM TARTRATE